C(#N)C=1C=CC(=NC1)NC1=CC(=C(N=N1)C(=O)NC([2H])([2H])[2H])NC1=C2N(CC=3N(C2=CC=C1)N=C(N3)C)C 6-((5-cyanopyridin-2-yl)amino)-4-((2,5-dimethyl-4,5-dihydro-[1,2,4]triazolo[1,5-a]quinoxalin-6-yl)amino)-N-(methyl-d3)pyridazine-3-carboxamide